7-bromo-4-((tert-butyldimethylsilyl)oxy)benzo[d]oxazole-2-thiol BrC1=CC=C(C=2N=C(OC21)S)O[Si](C)(C)C(C)(C)C